FC1=C(N)C=C(C(=C1)F)B1OC(C(O1)(C)C)(C)C 2,4-Difluoro-5-(4,4,5,5-tetramethyl-1,3,2-dioxaborolan-2-yl)aniline